4-(5-cyano-2-methoxyphenyl)-N-(5-(hydroxymethyl)-1,3,4-thiadiazol-2-yl)-6-methylnicotinamide C(#N)C=1C=CC(=C(C1)C1=CC(=NC=C1C(=O)NC=1SC(=NN1)CO)C)OC